BrC=1SC=CC1CC(=O)N 2-(2-bromothiophene-3-yl)acetamide